2-methyl-2-[1-(2-trimethylsilylethoxymethyl)benzimidazol-4-yl]propanenitrile CC(C#N)(C)C1=CC=CC=2N(C=NC21)COCC[Si](C)(C)C